4-(5-(3-fluoropyrrolidine-1-carbonyl)-1H-pyrrolo[2,3-b]pyridin-1-yl)benzonitrile FC1CN(CC1)C(=O)C=1C=C2C(=NC1)N(C=C2)C2=CC=C(C#N)C=C2